N-(2-isopropyl-5-((3-((4-methylpiperazin-1-yl)methyl)-5-(trifluoromethyl)phenyl)carbamoyl)benzyl)-1H-pyrrolo[2,3-b]pyridine-5-carboxamide C(C)(C)C1=C(CNC(=O)C=2C=C3C(=NC2)NC=C3)C=C(C=C1)C(NC1=CC(=CC(=C1)C(F)(F)F)CN1CCN(CC1)C)=O